COC1=C(C(=NN1)N1N=CC=C1)C(F)(F)F 5-methoxy-3-(1-pyrazolyl)-4-trifluoromethylpyrazole